(3S)-3-[[(R)-tert-butylsulfinyl]amino]spiro[indoline-2,4'-piperidine]-1'-carboxylic acid tert-butyl ester C(C)(C)(C)OC(=O)N1CCC2(CC1)NC1=CC=CC=C1[C@@H]2N[S@](=O)C(C)(C)C